C1(=CC=CC=C1)C1(CC1)NC1=NC=C(C=N1)C#N 2-((1-phenylcyclopropyl)amino)pyrimidine-5-carbonitrile